Bis(4-amino-3-methylcyclohexyl)methan NC1C(CC(CC1)CC1CC(C(CC1)N)C)C